ClC=1C=C(C=CC1F)NC1=NC=NC2=CC(=C(C=C12)[N+](=O)[O-])OCC#C N-(3-chloro-4-fluorophenyl)-6-nitro-7-(prop-2-yn-1-yloxy)quinazolin-4-amine